NC1=NC=C(C2=C1C=NN2)NC(C(N2[C@H](CC[C@@H](C2)C)C2OCCCC2)=O)=O N-(4-Amino-1H-pyrazolo[4,3-c]pyridin-7-yl)-2-oxo-2-[(2R,5S)-5-methyl-2-tetrahydropyran-2-yl-1-piperidyl]acetamide